2(5H)-Furanon O1C(C=CC1)=O